5-Bromo-2,4-dichloropyrimidin-4-amine BrC=1C(NC(=NC1)Cl)(N)Cl